C1(=CC=CC=C1)N1C(=NC2=C1C=CC=C2)C2=CC=CC=C2 1,2-diphenyl-1H-benzo[d]imidazole